N-((7-(2,2-Dicyanoacetyl)-2-oxo-1,3-bis((2-(trimethylsilyl)ethoxy)methyl)-2,3-dihydro-1H-benzo[d]imidazol-4-yl)methyl)-5-fluoro-2-methoxybenzamide C(#N)C(C(=O)C1=CC=C(C2=C1N(C(N2COCC[Si](C)(C)C)=O)COCC[Si](C)(C)C)CNC(C2=C(C=CC(=C2)F)OC)=O)C#N